1-(5-chloro-4-((6-chloro-7-(piperidin-4-yl)quinazolin-2-yl)amino)-1H-pyrazol-1-yl)-2-methylpropan-2-ol ClC1=C(C=NN1CC(C)(O)C)NC1=NC2=CC(=C(C=C2C=N1)Cl)C1CCNCC1